FC=1C=C(C=CC1)N1N=CC=2C(C1=O)=C(N(C2C)C2=CC=CC=C2)C 2-(3-fluorophenyl)-5,7-dimethyl-6-phenyl-2,6-dihydro-1H-pyrrolo[3,4-d]pyridazin-1-one